S1C(=NC=C1)C(C)O 1-(thiazol-2-yl)ethan-1-ol